(2'-propionyloxy-5'-methylphenyl)benzotriazole tert-butyl-N-[[(3R)-4-(6-chloropyridazin-3-yl)morpholin-3-yl]methyl]carbamate C(C)(C)(C)OC(NC[C@H]1N(CCOC1)C=1N=NC(=CC1)Cl)=O.C(CC)(=O)OC1=C(C=C(C=C1)C)C1=CC=CC=2NN=NC21